4-(4-(2-cyano-3-methylbut-2-enamido)-1H-indol-1-yl)pyridin C(#N)C(C(=O)NC1=C2C=CN(C2=CC=C1)C1=CC=NC=C1)=C(C)C